NC1=CC(=C(C(=O)O)C=C1Cl)Cl 4-amino-2,5-dichlorobenzoic acid